OCCN(CCCCCCCC(=O)OC(CCCCCCCC)CCCCCCCC)CCCCCCCC(=O)OC\C=C/CCCCCC Heptadecan-9-yl (Z)-8-((2-hydroxyethyl)(8-(non-2-en-1-yloxy)-8-oxooctyl)amino)octanoate